(2S)-4-cyano-2-(hydroxymethyl)piperidine-1-carboxylic acid tert-butyl ester C(C)(C)(C)OC(=O)N1[C@@H](CC(CC1)C#N)CO